FC1=C(C(=C(C(=C1C(=O)[O-])F)O)O)O difluorogallate